ClC1=CC=C(C=C1)C(N1C[C@@H](N(C[C@H]1C)C1=CC(N(C=2C=CC(=NC12)C#N)C)=O)C)C1=NC=CC(=C1)F 8-((2s,5r)-4-((4-chlorophenyl)(4-fluoropyridin-2-yl)methyl)-2,5-dimethylpiperazin-1-yl)-5-methyl-6-oxo-5,6-dihydro-1,5-naphthyridine-2-carbonitrile